C(#N)C1=CC(=NC=C1)N1C[C@@](C2=C1N=CN=C2N2C[C@H](N(C[C@@H]2C)C(=O)OC(C)(C)C)C)(C)CO tert-butyl (2R,5S)-4-[(5S)-7-(4-cyano-2-pyridinyl)-5-(hydroxymethyl)-5-methyl-6H-pyrrolo[2,3-d]pyrimidin-4-yl]-2,5-dimethylpiperazine-1-carboxylate